C(C)N1CCN(CC1)C1=NC=CC(=C1)C1=CC(=NC=C1)NC(C1=CC=C(C=C1)F)=O N-(2'-(4-ethylpiperazin-1-yl)-[4,4'-bipyridin]-2-yl)-4-fluorobenzamide